1-Chloro-9,9-dimethyl-6-phenoxy-9,10-dihydroacridine ClC1=CC=CC=2NC3=CC(=CC=C3C(C12)(C)C)OC1=CC=CC=C1